3-((3-((1-(benzyloxycarbonyl)pyrrolidine-3-yl)oxy)-3-oxopropyl)amino)-7-bromo-benzo[e][1,2,4]triazine-1,4-dioxide C(C1=CC=CC=C1)OC(=O)N1CC(CC1)OC(CCNC=1N=[N+](C2=C([N+]1[O-])C=CC(=C2)Br)[O-])=O